CC1(C(C(C(=O)[O-])=C(C=C1)C=CCCCCC(C)C)O)OC 3,7-dimethyl-6-octenyl-2-hydroxy-3-methoxybenzoate